ethyl (2R)-5-{4-[2-(2-ethoxyethoxy)ethoxy]phenyl}-2-hydroxypentanoate C(C)OCCOCCOC1=CC=C(C=C1)CCC[C@H](C(=O)OCC)O